CCCCCCCCCCCCCCCCCCC(=O)OC[C@H](COP(=O)(O)OC[C@H](CO)O)OC(=O)CCCCCCCCCCCCCC 1-nonadecanoyl-2-pentadecanoyl-glycero-3-phospho-(1'-sn-glycerol)